fluoro-3'-deoxyguanosine F[C@@]1([C@H](O)C[C@@H](CO)O1)N1C=NC=2C(=O)NC(N)=NC12